FC1=CC=C(C=C1)S(=O)(=O)NC1=C(C=CC(=C1)NC(=O)NC1=CC=C(C=C1)OCCC1=CC=C(C=C1)OC(F)(F)F)O 4-fluoro-N-(2-hydroxy-5-(3-(4-(4-(trifluoromethoxy)phenylethoxy)phenyl)ureido)phenyl)benzenesulfonamide